5-bromo-3-(4-phenyl-5,6-dihydrocyclopenta[d][1,2,3]triazole-2(4H)-yl)pyridine-2(1H)-one BrC=1C=C(C(NC1)=O)N1N=C2C(=N1)CCC2C2=CC=CC=C2